butanediamine-benzenetricarboxylic acid salt C1(=C(C(=CC=C1)C(=O)O)C(=O)O)C(=O)O.C(CCC)(N)N